C(C)(C)(C)C1=C(C)C=CC=C1 o-t-butyltoluene